[Gd].[Al].[Mg] magnesium aluminum gadolinium